ethyl 7-[tert-butyl(dimethyl)silyl]oxy-5-cyclopropyl-6,7-dihydro-5H-pyrrolo[1,2-b][1,2,4]triazole-2-carboxylate [Si](C)(C)(C(C)(C)C)OC1CC(N2N=C(N=C21)C(=O)OCC)C2CC2